4-fluoro-2-methylbenzo[d]thiazole FC1=CC=CC2=C1N=C(S2)C